ClC1=C(C=NN(C1=O)C=1C=CC(=NC1)OC1=CC=C(C=C1)C1(CC1)NC(OC(C)(C)C)=O)NC[C@@]1(COCCC1)F (S)-tert-butyl 1-(4-(5-(5-chloro-4-((3-fluoro-tetrahydro-2H-pyran-3-yl)methylamino)-6-oxopyridazin-1(6H)-yl)pyridin-2-yloxy)phenyl)cyclopropylcarbamate